trans-3-(5-(1-((4-methoxycyclohexyl)methyl)piperidin-4-yl)-1-oxoisoindolin-2-yl)piperidine-2,6-dione CO[C@@H]1CC[C@H](CC1)CN1CCC(CC1)C=1C=C2CN(C(C2=CC1)=O)C1C(NC(CC1)=O)=O